S1N=CC(=C1)C(=O)OC1CN(C1)C=1N=C(C2=C(N1)CC[S@+]2[O-])NC2CC1(C2)COC1 [1-[(5R)-4-(6-oxaspiro-[3.3]heptan-2-ylamino)-5-oxido-6,7-dihydrothieno-[3,2-d]pyrimidin-5-ium-2-yl]azetidin-3-yl] isothiazole-4-carboxylate